O1COC2=C1C=CC(=C2)C#N 2H-1,3-Benzodioxole-5-carbonitrile